COC(CC1CCN(CC1)C1=C(C=C(C=C1F)NC1C(NC(CC1)=O)=O)F)=O 2-[1-[4-[(2,6-dioxo-3-piperidinyl)amino]-2,6-difluoro-phenyl]-4-piperidinyl]acetic acid methyl ester